2-[2-methoxy-4-[(4-oxo-2-thioxo-5-thiazolidine-ylidene)methyl]phenoxy]-acetic acid ethyl ester C(C)OC(COC1=C(C=C(C=C1)C=C1C(NC(S1)=S)=O)OC)=O